3-((1s,2s,5r)-1-hydroxy-2-isopropyl-5-methylcyclohexane-1-carboxamido)-2-phenylpropionic acid 2-aminoethyl ester hydrochloride Cl.NCCOC(C(CNC(=O)[C@]1([C@@H](CC[C@H](C1)C)C(C)C)O)C1=CC=CC=C1)=O